N1(CCNCC1)C=1C=CC=2N(C1)N=CC2 6-(piperazin-1-yl)pyrazolo[1,5-a]pyridine